BrC1=C2C=C(N(C2=CC=C1Cl)CCC(=O)OC)C(=O)OC Methyl 4-bromo-5-chloro-1-(3-methoxy-3-oxopropyl)-1H-indole-2-carboxylate